C(C)OC(=O)C1=C(C2=C(S1)C=CC=C2OCC)C 4-ethoxy-3-methylbenzo[b]thiophene-2-carboxylic acid ethyl ester